NC1(CCC(CC1)C)N 4,4-diaminocyclohexylmethane